5-bromo-4-chloro-6,8-difluoro-2-(methylthio)quinazoline Phosphorus [P].BrC1=C2C(=NC(=NC2=C(C=C1F)F)SC)Cl